4-((1H-pyrrolo[2,3-b]pyridin-4-yl)oxy)-3-fluorobenzylamine N1C=CC=2C1=NC=CC2OC2=C(C=C(CN)C=C2)F